Isothiazole-4-carboxylic acid [3-(1-ethyl-8-oxo-spiro[6,7-dihydro-4H-pyrazolo[3,4-c]azepin-5,4'-tetrahydropyran]-3-yl)-2,2-dimethyl-propyl] ester C(C)N1N=C(C2=C1C(NCC1(CCOCC1)C2)=O)CC(COC(=O)C=2C=NSC2)(C)C